(2S)-2-amino-3,3-dicyclopropyl-N-[4-(2-oxo-1H-imidazol-3-yl)phenyl]-propanamide N[C@H](C(=O)NC1=CC=C(C=C1)N1C(NC=C1)=O)C(C1CC1)C1CC1